3-iodo-1h,5h,6h,7h-pyrrolo[3,2-c]pyridin-4-one IC1=CNC2=C1C(NCC2)=O